FC=1C=C(C=C(C1)F)N1CCC2=C1N=C(N=C2NC)NC21CC(C2)(C1)N1C=NC(=C1)C 7-(3,5-difluorophenyl)-N4-methyl-N2-[3-(4-methylimidazol-1-yl)-1-bicyclo[1.1.1]pentyl]-5,6-dihydropyrrolo[2,3-d]pyrimidine-2,4-diamine